[Zn+2].C([O-])([O-])=O.[Ag+].[O-2].[Ce+3] Cerium oxide Silver carbonate Zinc